C(=O)OC1=C(C=CC(=C1)C=CC)OC 2-methoxy-5-(prop-1-en-1-yl)phenyl formate